NCC1=C(SC(=C1)Cl)C1=CC=C(C(=N1)C)OC1CCCCC1 (1S,3S)-3-((6-(3-(aminomethyl)-5-chlorothiophen-2-yl)-2-methylpyridin-3-yl)oxy)cyclohexane